7-Chlorobenzo[d]thiazol-2-amine ClC1=CC=CC=2N=C(SC21)N